bitetrazole N1=NN=NC1=C1N=NN=N1